(R)-3-(5-chloro-2-ethoxypyridin-4-yl)-1-isopropyl-N-(4-methyl-1,1-dioxidotetrahydro-2H-thiopyran-4-yl)-4,5,6,7-tetrahydro-1H-indazole-6-carboxamide ClC=1C(=CC(=NC1)OCC)C1=NN(C=2C[C@@H](CCC12)C(=O)NC1(CCS(CC1)(=O)=O)C)C(C)C